4-((tert-Butyldimethylsilyl)oxy)-2-(2-(chloromethyl)allyl)pyrrolidine-1,2-dicarboxylic acid 1-(tert-butyl) 2-methyl ester COC(=O)C1(N(CC(C1)O[Si](C)(C)C(C)(C)C)C(=O)OC(C)(C)C)CC(=C)CCl